Tert-butyl 3-(4-(2-((tert-butoxycarbonyl) amino) pyrimidin-4-yl) phenyl)-2,2-dimethylpropionate C(C)(C)(C)OC(=O)NC1=NC=CC(=N1)C1=CC=C(C=C1)CC(C(=O)OC(C)(C)C)(C)C